C(C)C(C(=O)[O-])CCCC.C(C)C(C(=O)[O-])CCCC.C(C(C)C)[Al+2] isobutylaluminum bis(2-ethylhexanoate)